1-benzyl-4-(5,6-dimethoxyindan-1-on-2-ylidene)methylpyridinium bromide [Br-].C(C1=CC=CC=C1)[N+]1=CC=C(C=C1)C=C1C(C2=CC(=C(C=C2C1)OC)OC)=O